C(=O)(O)C(O)C(O)C(=O)O.BrC=1NC2=CC=CC=3C4=C[C@H](CN([C@@H]4CC1C32)C)C(=O)N[C@H](C)CCC.BrC=3NC2=CC=CC=1C4=C[C@H](CN([C@@H]4CC3C12)C)C(=O)N[C@H](C)CCC (6aR,9R)-5-bromo-N-((R)-pentan-2-yl)-7-methyl-4,6,6a,7,8,9-hexahydroindolo[4,3-fg]quinoline-9-carboxamide hemitartrate